5-(8-((1S,2S)-2-(4-(3,3-difluoroazetidine-1-carbonyl)phenyl)cyclopropyl)imidazo[1,2-b]pyridazin-6-yl)pyrimidine-2,4(1H,3H)-dione FC1(CN(C1)C(=O)C1=CC=C(C=C1)[C@@H]1[C@H](C1)C=1C=2N(N=C(C1)C=1C(NC(NC1)=O)=O)C=CN2)F